C(C)(C)(C)OC(=O)N1CCC(CC1)CN1N=CC(=C1)[N+](=O)[O-] 4-((4-nitro-1H-pyrazol-1-yl)methyl)piperidine-1-carboxylic acid tert-butyl ester